O=C1NC(CCC1C1=C(C=C(C=C1F)C1CCN(CC1)C1CN(C1)C(=O)OC(C)(C)C)F)=O tert-butyl 3-(4-(4-(2,6-dioxopiperidin-3-yl)-3,5-difluorophenyl)piperidin-1-yl)azetidine-1-carboxylate